BrC1=C(C(=C2C(=NC=NC2=C1F)O)O[C@@H](C)[C@@H]1[C@@H]2CC[C@H](CN1)N2C(=O)OCCCC)Cl Butyl (1S,2S,5R)-2-((S)-1-((7-bromo-6-chloro-8-fluoro-4-hydroxyquinazolin-5-yl)oxy)ethyl)-3,8-diazabicyclo[3.2.1]octane-8-carboxylate